CCCCC/C=C\CCCCCCCC(=O)OC[C@H](COP(=O)([O-])OCC[N+](C)(C)C)OC(=O)CC/C=C\C/C=C\C/C=C\C/C=C\C/C=C\C/C=C\CC 1-(9Z-pentadecenoyl)-2-(4Z,7Z,10Z,13Z,16Z,19Z-docosahexaenoyl)-glycero-3-phosphocholine